C(=O)(O)[La] carboxylanthanum